(8R,9R,10R)-9-(4-(cyclopentylethynyl)phenyl)-10-(hydroxymethyl)-N-(2-methoxyphenyl)-1,6-diazabicyclo[6.2.0]decane-6-carboxamide C1(CCCC1)C#CC1=CC=C(C=C1)[C@@H]1[C@@H]2CN(CCCCN2[C@H]1CO)C(=O)NC1=C(C=CC=C1)OC